1,2,6-thiadiazinane S1NCCCN1